(4-fluorophenyl)-2,3,4,5-tetrahydro-1H-benzo[d]azepin-1-ol FC1=CC=C(C=C1)C1(CNCCC2=C1C=CC=C2)O